Cl.N[C@H](C(=O)NCC1=CC=C(C=C1)C1=CC=C(C=C1)C(F)(F)F)CCCC (S)-2-amino-N-((4'-(trifluoromethyl)-[1,1'-biphenyl]-4-yl)methyl)hexanamide hydrochloride